C(C1=CC=CC=C1)N1C(C(CC(C1)CO)OC1=NC(=NC(=C1)C1=C(C=CC=C1C)C)NS(=O)(=O)C1=CC(=CC=C1)[N+](=O)[O-])(C)C N-[4-[[1-benzyl-5-(hydroxymethyl)-2,2-dimethyl-3-piperidyl]oxy]-6-(2,6-dimethylphenyl)pyrimidin-2-yl]-3-nitro-benzenesulfonamide